ClC=1C(=CC(=NC1)N1CC2N(CCC2C1)C)N 5-chloro-2-(1-methylhexahydropyrrolo[3,4-b]pyrrol-5(1H)-yl)pyridin-4-amine